Cl.ClC1=C(C=CC=C1Cl)C(C)(C)NC(C[C@H]1NCCC1)=O (S)-N-(2-(2,3-dichlorophenyl)propan-2-yl)-2-(pyrrolidin-2-yl)acetamide HCl